[Pt].[Ag].[Au] gold-silver-platinum